BrC(C)C1=CC(=CC=2C(C3=CC=C(C=C3OC12)C=1C=NN(C1)C)=O)C 4-(1-Bromoethyl)-2-methyl-6-(1-methyl-1H-pyrazol-4-yl)-9H-xanthen-9-one